(S)-N-(sec-Butyl)-5-(3-fluoroimidazo[1,2-a]pyridin-6-yl)-7H-pyrrolo[2,3-d]pyrimidin-2-amine [C@H](C)(CC)NC=1N=CC2=C(N1)NC=C2C=2C=CC=1N(C2)C(=CN1)F